4-[4-(5-phenyl-4,5-dihydro-1,2-oxazol-3-yl)-1,3-thiazol-2-yl]piperidin C1(=CC=CC=C1)C1CC(=NO1)C=1N=C(SC1)C1CCNCC1